CN1C=2N(CCC1)N=CC2S(=O)(NC(C2=CC=CC=C2)(C2=CC=CC=C2)C2=CC=CC=C2)=N 4-methyl-N-trityl-4,5,6,7-tetrahydropyrazolo[1,5-a]pyrimidine-3-sulfonimidamide